tert-butyl 3-(5-acetamido-3-(2-(1,1-difluoroethyl)-6-methylpyrimidin-4-yl)-1H-pyrrolo[2,3-c]pyridin-1-yl)azetidine-1-carboxylate C(C)(=O)NC=1C=C2C(=CN1)N(C=C2C2=NC(=NC(=C2)C)C(C)(F)F)C2CN(C2)C(=O)OC(C)(C)C